dinaphthyl ketone C1(=CC=CC2=CC=CC=C12)C(=O)C1=CC=CC2=CC=CC=C12